ClC=1C=2C(N=C3N(C2C=CC1)C1=CC(=CC=C1C3(C)C)C3CCN(CC3)CC3[C@@H]1CN(C[C@H]31)CC3CCNCC3)=O 4-chloro-7,7-dimethyl-10-(1-(((1R,5S,6s)-3-(piperidin-4-ylmethyl)-3-azabicyclo[3.1.0]hexan-6-yl)methyl)piperidin-4-yl)indolo[1,2-a]quinazolin-5(7H)-one